FC1=CC2=C(N=C3N2C=CC(=C3)N3CC(C3)O)C=C1C=C 1-(8-Fluoro-7-vinylbenzo[4,5]imidazo[1,2-a]pyridin-3-yl)azetidin-3-ol